CC1(C(C(CC1)C(=C)C)C)O 1,2-dimethyl-3-(1-methylvinyl)cyclopentanol